OC1=C2C(C=C(OC2=CC(=C1)C1=CC=C(C=C1)N1CCN(CC1)C)C1=CC=CC=C1)=O 5-hydroxy-7-(4-(4-methylpiperazin-1-yl)phenyl)-2-phenyl-4H-chromen-4-one